3-{4-[(2-amino-4-pyrimidinyl)oxy]-3-isopropylphenyl}-1-[3-(difluoromethoxy)phenyl]-2,4-imidazolidinedione NC1=NC=CC(=N1)OC1=C(C=C(C=C1)N1C(N(CC1=O)C1=CC(=CC=C1)OC(F)F)=O)C(C)C